N,N'-methylenebis(caprylamide) C(NC(CCCCCCC)=O)NC(CCCCCCC)=O